C(C)(C)[Si](C(C)C)(C(C)C)O[Si](C(C)C)(C(C)C)C(C)C Triisopropyl-silylether